N1(CCOCC1)C1=NC=2N(C(=N1)NCC=1NC(=CN1)C=1C=NC(=CC1)C(F)(F)F)N=CC2C(F)(F)F 2-(morpholin-4-yl)-8-(trifluoromethyl)-N-({5-[6-(trifluoromethyl)pyridin-3-yl]-1H-imidazol-2-yl}methyl)pyrazolo[1,5-a][1,3,5]triazin-4-amine